C(C)C1=C(C=C(C=C1)CC)CC 1,2,4-triethylbenzene